ClC1=C2C(=CNC2=C(C=C1)NS(=O)(=O)C=1C=NN(C1)CC(C)(C)O)C#N N-(4-chloro-3-cyano-1H-indol-7-yl)-1-(2-hydroxy-2-methylpropyl)pyrazole-4-sulfonamide